(8aS)-5-chloro-4-fluoro-2-(methylsulfonyl)-8,8a,9,10,11,12-hexahydro-7-oxa-1,3,6,12a-tetraazabenzo[4,5]cyclohepta[1,2,3-de]naphthalene ClC1=C(C=2N=C(N=C3C2C(=N1)OC[C@H]1N3CCCC1)S(=O)(=O)C)F